Cl.CN(CCC1=CNC2=CC=CC(=C12)OC([C@@H](NC(=O)OC(C)(C)C)CCCCNC(=O)OC(C)(C)C)=O)C N2,N6-bis(t-butoxycarbonyl)-L-lysine 3-(2-(dimethylamino) ethyl)-1H-indol-4-yl ester hydrochloride